1,3-bis(4-aminophenyl)adamantane NC1=CC=C(C=C1)C12CC3(CC(CC(C1)C3)C2)C2=CC=C(C=C2)N